O=C1N(CCC(N1)=O)C1=CC=C2C=CC(=CC2=C1)C(=O)OC(C)(C)C tert-butyl 7-(2,4-dioxotetrahydropyrimidin-1(2H)-yl)-2-naphthoate